FCCN1CCC(CC1)NC1=CC=C(C=C1)[N+](=O)[O-] 1-(2-fluoroethyl)-N-(4-nitrophenyl)piperidin-4-amine